ClC=1C=C(C=C2C(=C(C=NC12)C#N)NCC(C)(C)C)N[C@H](C=1N=NN(C1)C1(CC1)C(F)(F)F)C1=C2C(=CN=CC2=CC=C1)C (S)-8-chloro-6-(((4-methylisoquinolin-5-yl)(1-(1-(trifluoromethyl)cyclopropyl)-1H-1,2,3-triazol-4-yl)methyl)amino)-4-(neopentylamino)quinoline-3-carbonitrile